N-(1-(3-methoxyphenyl)propan-2-yl)-2-methylpropane-2-sulfinamide COC=1C=C(C=CC1)CC(C)NS(=O)C(C)(C)C